CN1CCC2(C[C@@H]2C(=O)N[C@@H](CCCCCC(CC)=O)C=2NC(=CN2)C=2C=C3C=CC(OC3=CC2)=O)CC1 (S)-6-Methyl-N-((S)-7-oxo-1-(5-(2-oxo-2H-chromen-6-yl)-1H-imidazol-2-yl)nonyl)-6-azaspiro[2.5]octan-1-carboxamid